nonadecyl 3-hydroxybenzoate OC=1C=C(C(=O)OCCCCCCCCCCCCCCCCCCC)C=CC1